Ethyl 6-isopropyl-10-methoxy-2-oxo-9-(1H-pyrazol-4-yl)-6,7-dihydro-2H-pyrido[2,1-a]isoquinoline-3-carboxylate C(C)(C)C1N2C(C3=CC(=C(C=C3C1)C=1C=NNC1)OC)=CC(C(=C2)C(=O)OCC)=O